N1N=CC(=C1)CCNC1=NC(=NC(=C1C)C)C(=O)N1[C@@H](COCC1)CC1=CC=CC=C1 (R)-(4-((2-(1H-pyrazol-4-yl)ethyl)amino)-5,6-dimethylpyrimidin-2-yl)(3-benzylmorpholino)methanone